C(#N)C1=C(C=C2C(=NNC2=C1)CCC(=O)O)C1=CC=C(C=C1)C1=C(C=CC=C1)O 3-(6-cyano-5-(2'-hydroxy-[1,1'-biphenyl]-4-yl)-1H-indazol-3-yl)-propanoic acid